tert-butyl (3S)-3-[[6-[(6-methoxy-2-methyl-3,4-dihydro-1H-isoquinolin-7-yl)amino]pyrazolo[3,4-d]pyrimidin-1-yl]methyl]piperidine-1-carboxylate COC=1C=C2CCN(CC2=CC1NC1=NC=C2C(=N1)N(N=C2)C[C@@H]2CN(CCC2)C(=O)OC(C)(C)C)C